NC1=CC=C(C(=N1)C=1SC=2C=NC(=CC2N1)NC1=NC(=NC(=C1)C)N1[C@@H]2CN([C@H](C1)C2)CC)C N-[2-(6-amino-3-methylpyridin-2-yl)-[1,3]thiazolo[5,4-c]pyridin-6-yl]-2-[(1S,4S)-5-ethyl-2,5-diazabicyclo[2.2.1]heptan-2-yl]-6-methylpyrimidin-4-amine